methyl 2-chloro-6,7-dimethoxybenzo[d]thiazole-4-carboxylate ClC=1SC=2C(N1)=C(C=C(C2OC)OC)C(=O)OC